ClC=1C(=NC=CC1)C(=O)NCC(C(F)(F)F)(F)F 3-chloro-N-(2,2,3,3,3-pentafluoropropyl)pyridinamide